C(#N)C1(CC1)C=1OCCC1C#N 2-(1-cyanocyclopropyl)-4,5-dihydrofuran-3-carbonitrile